SC(C(=O)OCCO)C 2-hydroxyethyl mercaptopropionate